ethyl 2-(2-((6-bromoimidazo[1,2-a]pyridin-3-yl)methoxy)phenyl)acetate BrC=1C=CC=2N(C1)C(=CN2)COC2=C(C=CC=C2)CC(=O)OCC